(4S)-methyl 5-[bis(2-thienylmethyl) amino]-4-[(tert-butoxycarbonyl) amino]-5-oxopentanoate S1C(=CC=C1)CN(C([C@H](CCC(=O)OC)NC(=O)OC(C)(C)C)=O)CC=1SC=CC1